O1C(CCCC1)N1N=CC2=C1SC(=C2)C2CCN(CC2)C(=O)OC(C)(C)C tert-butyl 4-[1-(oxan-2-yl) thieno[2,3-c]pyrazol-5-yl]piperidine-1-carboxylate